BrC1=C(C(=CC=C1)Cl)C1=CC=C2C(N(C(NC2=C1)=O)C1=CN=CC2=CC=CC=C12)=O 7-(2-bromo-6-chloro-phenyl)-3-(4-isoquinolinyl)-1H-quinazoline-2,4-dione